2-(2'-iodophenoxy)acetonitrile IC1=C(OCC#N)C=CC=C1